6-cyclopropyloxypyridazin-3-amine C1(CC1)OC1=CC=C(N=N1)N